CN1C=CC2=CC(=CC=C12)NC=1C=CC=C2CNC(C12)=O 7-[(1-methylindol-5-yl)amino]isoindolin-1-one